tert-butyl (R)-3-(cyclopropyl(4-isopropylbenzyl)carbamoyl)piperidine-1-carboxylate C1(CC1)N(C(=O)[C@H]1CN(CCC1)C(=O)OC(C)(C)C)CC1=CC=C(C=C1)C(C)C